COC(=O)C1=C(N=CS1)NCC1CCN(CC1)C(=O)OC(C)(C)C 4-(((1-(tert-Butoxycarbonyl)piperidin-4-yl)methyl)amino)thiazole-5-carboxylic acid methyl ester